N-[(1S)-1-(dicyclopropylmethyl)-2-[4-(3,5-dimethyl-1H-pyrazol-4-yl)anilino]-2-oxo-ethyl]-2-(2,2-difluoro-1-methyl-ethyl)pyrazole-3-carboxamide C1(CC1)C([C@@H](C(=O)NC1=CC=C(C=C1)C=1C(=NNC1C)C)NC(=O)C=1N(N=CC1)C(C(F)F)C)C1CC1